bis(2,4,6-trimethylbenzoyl)-(1-phenylethen-1-yl)-phosphine oxide CC1=C(C(=O)P(C(=C)C2=CC=CC=C2)(C(C2=C(C=C(C=C2C)C)C)=O)=O)C(=CC(=C1)C)C